C(=O)[O-].C(=O)[O-].C1=CC=CC2=CC3=CC=CC=C3C=C12.[K+].[K+] potassium anthracene diformate